2,4,6-trimethylbenzoyl-vinyl-phenyl-phosphine oxide CC1=C(C(=O)P(C2=CC=CC=C2)(C=C)=O)C(=CC(=C1)C)C